1-Decyl-3-Methylpyridinium chlorid [Cl-].C(CCCCCCCCC)[N+]1=CC(=CC=C1)C